C(C1CC(C(C(C1)CCCC(C)C)N)CCCC(C)C)C1CC(C(C(C1)CCCC(C)C)N)CCCC(C)C 4,4'-methylenebis(2,6-di(isohexyl)cyclohexylamine)